tertiary butyl-3-formyl-2,2-dimethyl-cyclopropane C(C)(C)(C)C1C(C1C=O)(C)C